COC1CC(N(C1)C(=O)NC1=CC=C(C=C1)OC)C(=O)N 4-methoxy-N1-(4-methoxyphenyl)pyrrolidine-1,2-dicarboxamide